C1(CC1)C1=CC2=C(N=C(S2)NC(=O)[C@H]2CNCC2)C=C1 (R)-N-(6-cyclopropylbenzo[d]thiazol-2-yl)pyrrolidine-3-carboxamide